1-Methyl-N-(4-(4-(trifluoromethyl)piperidin-1-yl)phenyl)-1H-benzo[d]imidazol-6-amine CN1C=NC2=C1C=C(C=C2)NC2=CC=C(C=C2)N2CCC(CC2)C(F)(F)F